5-diethylamino-3-pentyne-2-ol C(C)N(CC#CC(C)O)CC